sn-glycero-3-phosphoethanolamin OC[C@@H](O)COP(=O)(O)OCCN